N1C(NC(CC1)=O)=O 1,3-diazinane-2,4-dione